(1r,3r)-3-(cyanoamino)-N-(5-cyclohexyl-1,3-oxazol-2-yl)cyclobutane-1-carboxamide C(#N)NC1CC(C1)C(=O)NC=1OC(=CN1)C1CCCCC1